1-(4-{6-chloro-2-[(1-cyclopropyl-5-methyl-1H-pyrazol-4-yl)amino]quinazolin-7-yl}piperidin-1-yl)-4,4,4-trifluorobutan-2-ol ClC=1C=C2C=NC(=NC2=CC1C1CCN(CC1)CC(CC(F)(F)F)O)NC=1C=NN(C1C)C1CC1